FC1=CC=C(C=N1)C=1C=CC=2N(C1)C(=CN2)C2=NC(=NC=C2)C2(CC=C(N=C2)N(C)C)N 5-(4-(6-(6-Fluoropyridin-3-yl)imidazo[1,2-a]pyridin-3-yl)pyrimidin-2-yl)-N2,N2-dimethylpyridine-2,5-diamine